2-(hydroxymethyl)-2-methylpropane-1,3-diyl bis(2,2-dimethyl heptanoate) CC(C(=O)OCC(COC(C(CCCCC)(C)C)=O)(C)CO)(CCCCC)C